N2-(1-((1R,3R)-3-(2H-1,2,3-triazol-2-yl)cyclobutyl)-1H-pyrazol-5-yl)-N4-ethyl-5-(trifluoromethyl)pyrimidine-2,4-diamine N=1N(N=CC1)C1CC(C1)N1N=CC=C1NC1=NC=C(C(=N1)NCC)C(F)(F)F